rac-4-chloro-1'-(4-fluorobenzyl)-2-(4-methoxybenzyl)spiro[isoindoline-1,3'-pyrrolidine]-2',3-dione ClC1=C2C(N([C@@]3(C(N(CC3)CC3=CC=C(C=C3)F)=O)C2=CC=C1)CC1=CC=C(C=C1)OC)=O |r|